ClC1=CC(=C(C=C1OCC1CC1)NC(OC(C)(C)C)=O)C=O tert-butyl (4-chloro-5-(cyclopropylmethoxy)-2-formylphenyl)carbamate